lithium benzyl fluorophosphate P(=O)(OCC1=CC=CC=C1)([O-])F.[Li+]